ClC=1C=CC2=C(C(=NCC(N2C)=O)C2=C(C=CC(=C2)O)Cl)C1 7-chloro-5-(2-chloro-5-hydroxy-phenyl)-1-methyl-3H-1,4-benzodiazepine-2-One